ClC1=C(C=CC=C1)CCN1C(N(C(C2=C1SC(=C2C)C(=O)OCC)=O)CCO)=O ethyl 1-[2-(2-chlorophenyl) ethyl]-3-(2-hydroxyethyl)-5-methyl-2,4-dioxo-1H,2H,3H,4H-thieno[2,3-d]pyrimidine-6-carboxylate